tripropylphosphonium tetraphenyl-borate C1(=CC=CC=C1)[B-](C1=CC=CC=C1)(C1=CC=CC=C1)C1=CC=CC=C1.C(CC)[PH+](CCC)CCC